C(=O)C12C3C=CCC3C(CC1)C2 formyl-tricyclo[5.2.1.02,6]dec-3-ene